2-[3-[4-(1H-indazol-5-ylamino)quinazolin-2-yl]phenoxy]-N-prop-2-yl-acetamide N1N=CC2=CC(=CC=C12)NC1=NC(=NC2=CC=CC=C12)C=1C=C(OCC(=O)NC(C)C)C=CC1